1-(3-(4-((3-chloro-4-(pyridin-2-ylmethoxy)phenyl)amino)pyrido[3,4-d]pyrimidin-6-yl)piperidin-1-yl)prop-2-en-1-one ClC=1C=C(C=CC1OCC1=NC=CC=C1)NC=1C2=C(N=CN1)C=NC(=C2)C2CN(CCC2)C(C=C)=O